6-[(3-fluoroazetidin-1-yl)]Pyridin-3-amine FC1CN(C1)C1=CC=C(C=N1)N